ethyl 2-(3-methyl-5-(4-(trifluoromethyl)phenyl)morpholino)-2-oxoacetate CC1COCC(N1C(C(=O)OCC)=O)C1=CC=C(C=C1)C(F)(F)F